C(C)(=O)OC[C@H]1C(C=CC=C1)(O)C1CC1 (S)-2-cyclopropyl-2-hydroxybenzyl acetate